CN([C@@H]1CN(CCC1)C=1C=C(C2=C(NC(=N2)C2=CC(=CN2)C(=O)C2=C(C=CC=C2)C(F)(F)F)C1)F)C (S)-(5-(6-(3-(dimethylamino)piperidin-1-yl)-4-fluoro-1H-benzo[d]imidazol-2-yl)-1H-pyrrol-3-yl)(2-(trifluoromethyl)phenyl)methanone